E-hydroxynaphthoate OC1=C(C2=CC=CC=C2C=C1)C(=O)[O-]